methyl (S)-2-(4-(6-((4-chloro-2-fluorobenzyl) oxy) pyridin-2-yl)-3-fluorobenzyl)-1-((tetrahydrofuran-2-yl) methyl)-1H-benzo[d]imidazole-6-carboxylate ClC1=CC(=C(COC2=CC=CC(=N2)C2=C(C=C(CC3=NC4=C(N3C[C@H]3OCCC3)C=C(C=C4)C(=O)OC)C=C2)F)C=C1)F